ClC1=CC2=C(N(C(N=C2N2[C@H](CN(CC2)C(C=C)=O)C)=O)C2=C(C=CC=C2CC)CC)N=C1C1=C(C=CC=C1F)F 6-chloro-1-(2,6-diethylphenyl)-7-(2,6-difluorophenyl)-4-((2S)-2-methyl-4-(2-propenoyl)-1-piperazinyl)pyrido[2,3-d]pyrimidin-2(1H)-one